(R)-(6-((3-chloro-4-methoxyphenyl)sulfonyl)-1-(4-fluorophenyl)-4,4a,5,6,7,8-hexahydro-1H-pyrazolo[3,4-g]isoquinolin-4a-yl)(pyridin-2-yl)methanone ClC=1C=C(C=CC1OC)S(=O)(=O)N1C[C@]2(CC3=C(C=C2CC1)N(N=C3)C3=CC=C(C=C3)F)C(=O)C3=NC=CC=C3